1-benzyl-N-[(5-methylpyrazin-2-yl)methyl]-5-oxopyrrolidine-3-carboxamide C(C1=CC=CC=C1)N1CC(CC1=O)C(=O)NCC1=NC=C(N=C1)C